6-bromo-3-chloropyridineamide BrC1=CC=C(C(=N1)C(=O)N)Cl